8-(cyclopropanecarboxamido)-2-methyl-3-oxo-2,3-dihydro-1H-pyrrolo[3,4-f]isoquinolin-4-yl trifluoromethanesulfonate FC(S(=O)(=O)OC1=C2C(=C3C=C(N=CC3=C1)NC(=O)C1CC1)CN(C2=O)C)(F)F